NC1C(CCC2=CC=C(C=C12)OC=1C=C(C=CC1)C1=CC=C(C=C1)N(C)C)C(=O)O amino-7-((4'-(dimethylamino)-[1,1'-biphenyl]-3-yl)oxy)-1,2,3,4-tetrahydronaphthalene-2-carboxylic acid